C(C=C)OCCO 2-(prop-2-en-1-yloxy)ethan-1-ol